C(N)(=O)C1=CN(C=C1)C\C(\CNC(OC(C)(C)C)=O)=C\F tert-butyl (E)-(2-((3-carbamoyl-1H-pyrrol-1-yl) methyl)-3-fluoroallyl)carbamate